(R)-6-(4-amino-5-(difluoromethoxy)pyrimidin-2-yl)-2-(5-(difluoromethoxy)-4-((6-oxo-5-(trifluoromethyl)-1,6-dihydropyridazin-4-yl)amino)pentyl)-7-fluoroisoquinolin-1(2H)-one NC1=NC(=NC=C1OC(F)F)C=1C=C2C=CN(C(C2=CC1F)=O)CCC[C@H](COC(F)F)NC=1C=NNC(C1C(F)(F)F)=O